4-((6-(3-(2-ethoxyphenoxy)piperidin-1-yl)pyrazin-2-yl)carbamoyl-2,6-difluorophenyl)piperidine-4-carboxylic acid C(C)OC1=C(OC2CN(CCC2)C2=CN=CC(=N2)NC(=O)C=2C(=C(C(=CC2)F)C2(CCNCC2)C(=O)O)F)C=CC=C1